2-(4-Cyano-2-ethylphenyl)acetic acid ethyl ester C(C)OC(CC1=C(C=C(C=C1)C#N)CC)=O